(R)-3-((tert-butoxycarbonyl)amino)-5-(3-cyclohexyl-7-(2-methoxyethoxy)-2-methyl-1,1-dioxido-5-phenyl-2,3,4,5-tetrahydrobenzo[f][1,2,5]thiadiazepin-8-yl)thiophene-2-carboxylic acid C(C)(C)(C)OC(=O)NC1=C(SC(=C1)C1=CC2=C(N(C[C@H](N(S2(=O)=O)C)C2CCCCC2)C2=CC=CC=C2)C=C1OCCOC)C(=O)O